NC=1C=C(C=C2C=C(N=CC12)NC(=O)[C@H]1[C@@H](C1)C#N)N1[C@@H](CNCC1=O)C |&1:20| (±)-trans-N-(8-amino-6-(2-methyl-6-oxopiperazin-1-yl)isoquinolin-3-yl)-2-cyanocyclopropanecarboxamide